rac-N-[(6S,7R)-7-({[1-(5-fluoropyrimidin-2-yl)piperidin-4-yl]oxy}methyl)-4,5,6,7-tetrahydropyrazolo[1,5-a]pyridin-6-yl]methanesulfonamide FC=1C=NC(=NC1)N1CCC(CC1)OC[C@H]1[C@H](CCC=2N1N=CC2)NS(=O)(=O)C |r|